C(C)(C)(C)OC1=CC=C(C=C1)[Li] p-tert-butoxyphenyl-lithium